6-(5-(trifluoromethyl)-1,2,4-oxadiazol-3-yl)imidazo[1,2-a]pyridine-2-carbaldehyde FC(C1=NC(=NO1)C=1C=CC=2N(C1)C=C(N2)C=O)(F)F